6-bromo-2-methylimidazo[1,2-a]pyridine-7-carbaldehyde BrC=1C(=CC=2N(C1)C=C(N2)C)C=O